C(C)(C)NC1=CC=CC(=N1)S(=O)(=O)NC(=O)C=1C(=NC=CC1)N1C(CC(C1)C)(C)C N-[[6-(Isopropylamino)-2-pyridyl]sulfonyl]-2-(2,2,4-trimethylpyrrolidin-1-yl)pyridin-3-carboxamid